N-((4-(((4-hydroxy-4-methylcyclohexyl)methyl)amino)-3-nitrophenyl)sulfonyl)-2',3',4',5'-tetrahydro-[1,1'-biphenyl]-4-carboxamide OC1(CCC(CC1)CNC1=C(C=C(C=C1)S(=O)(=O)NC(=O)C1=CC=C(C=C1)C=1CCCCC1)[N+](=O)[O-])C